Methyl 4-chloro-5-iodonicotinate ClC1=C(C=NC=C1C(=O)OC)I